rac-(1r,2r,3s,4r,5s)-N-(4-chloro-3-(trifluoromethyl)phenyl)-5-hydroxy-3-(1-methyl-3-(trifluoromethyl)-1H-pyrazol-4-yl)-7-oxabicyclo[2.2.1]heptane-2-carboxamide ClC1=C(C=C(C=C1)NC(=O)[C@H]1[C@H]2C[C@@H]([C@@H]([C@@H]1C=1C(=NN(C1)C)C(F)(F)F)O2)O)C(F)(F)F |r|